N-(4-cyclobutyl-5-(2-fluorophenyl)-1-methyl-1H-pyrazol-3-yl)-1-(1,1-difluoroethyl)cyclopropane-1-carboxamide C1(CCC1)C=1C(=NN(C1C1=C(C=CC=C1)F)C)NC(=O)C1(CC1)C(C)(F)F